dithiobis(sulfosuccinimidyl propionate) S(=O)(=O)(O)CC(C(=O)[O-])(SSC(C(=O)[O-])(CS(=O)(=O)O)N1C(CCC1=O)=O)N1C(CCC1=O)=O